N(C1=CC=CC=C1)[Zn]NC1=NC=CC=C1 anilinopyridylamino-zinc